ClC1=C(CCC2=CC(=NN2)C2=C(C=CC=C2)CC#CC[NH-])C(=C(C=C1OC)OC)Cl N-(2-(5-(2,6-dichloro-3,5-dimethoxyphenethyl)-1H-pyrazol-3-yl)phenyl)but-2-ynylamide